N-(methoxyphosphino)aminothiophene-1,1-dioxide COPNC=1S(C=CC1)(=O)=O